NC1=NC(=CC(=N1)N1CCC2(C[C@H](NC2)C(=O)OCC(C)(C)C)CC1)O[C@@H](C(F)(F)F)C1=C(C=C(C=C1)Cl)N1N=C(C=C1)C (S)-neopentyl 8-(2-amino-6-((R)-1-(4-chloro-2-(3-methyl-1H-pyrazol-1-yl)phenyl)-2,2,2-trifluoroethoxy)pyrimidin-4-yl)-2,8-diazaspiro[4.5]decane-3-carboxylate